CC=1C=C(C=C(C1O)C(C)(C)C)CCC(=O)OCCCCCCCCCCCCCCCCCC n-octadecyl 3-(3'-methyl-5'-t-butyl-4'-hydroxyphenyl)-propionate